CN1C(=NC2=C1C=CC=C2)CN2CCN(CC2)C2=C(C=CC(=C2)CCC)C=2N=NNN2 1-methyl-2-[[4-[5-propyl-2-(2H-tetrazol-5-yl)phenyl]piperazin-1-yl]methyl]benzimidazole